ClC1=C(CCl)C=CC=C1 o-chlorobenzyl chloride